C(C)(C)(C)OC(=O)NC=1SC=2C(=NC=C(N2)C2(CC3(CC(C3)C(=O)OC)C2)Cl)N1 methyl 6-(2-((tert-butoxycarbonyl)amino)thiazolo[4,5-b]pyrazin-6-yl)-6-chlorospiro[3.3]heptane-2-carboxylate